tert-butyl ((1R,3r,5S,6r)-3-(6-chloro-1H-indazol-4-yl)-3-hydroxybicyclo[3.1.0]hexan-6-yl)carbamate ClC1=CC(=C2C=NNC2=C1)C1(C[C@H]2C([C@H]2C1)NC(OC(C)(C)C)=O)O